C(C)(C)(C)OC(=O)N1CCC(CC1)OC1=NC(=CC=C1)N1N(C(C2=CN=C(N=C12)N)=O)CC=C.CN1N=CN=C1 methyl-1H-1,2,4-triazole tert-butyl-4-[6-(2-allyl-6-amino-3-oxo-1,2-dihydro-3H-1,2,5,7-tetraazainden-1-yl)-2-pyridyloxy]-1-piperidinecarboxylate